CC=1N=C2N(C=C(N=C2C)N2C(C3=CC=C(C=C3C=C2)N2C[C@H](N[C@H](C2)C)C)=O)C1 2-{2,8-dimethylimidazo[1,2-a]pyrazin-6-yl}-6-[(3R,5S)-3,5-dimethylpiperazin-1-yl]isoquinolin-1-one